C(=C)[C@]12CO[C@H](CN1C(=O)[O-])C2 (1S,4R)-4-Vinyl-2-oxa-5-azabicyclo[2.2.1]heptane-5-carboxylate